2-oxoethan O=CC